O=C1NC2=CC=CC=C2C(N1CC(=O)NC1C2=CC=CC=C2OC=2C=CC=CC12)=O 1,4-Dihydro-2,4-dioxo-N-9H-xanthen-9-yl-3(2H)-quinazolineacetamide